COC1=C(C=CC=C1)OC(CCC1=C(C=CC=C1)Cl)=O 3-(2-chlorophenyl)propionic acid 2-methoxyphenyl ester